(S)-5-Oxopyrrolidine-3-carboxylic acid {1-(4-fluorophenyl)-5-[3-(2,2,2-trifluoroethoxymethyl)phenyl]-1H-pyrazol-3-yl}amide FC1=CC=C(C=C1)N1N=C(C=C1C1=CC(=CC=C1)COCC(F)(F)F)NC(=O)[C@@H]1CNC(C1)=O